N-(5-(2-aminothiazol-4-yl)-2-(2-methoxyethoxy)phenyl)-5-(dimethylamino)naphthalene-1-sulfonamide NC=1SC=C(N1)C=1C=CC(=C(C1)NS(=O)(=O)C1=CC=CC2=C(C=CC=C12)N(C)C)OCCOC